OCCC(C)NC=1N=CC=2CC(C=3N(C=4C(=CC=CC4C3C2N1)P(C)C)COCC[Si](C)(C)C)(C)C (2-((4-hydroxybut-2-yl)amino)-6,6-dimethyl-7-((2-(trimethylsilyl)ethoxy)methyl)-6,7-dihydro-5H-pyrimido[5,4-C]carbazol-8-yl)dimethylphosphine